benzyl (2S)-4-[2-benzyl-6-[(3-methoxy-1-naphthyl)carbamoyl]pyrimidin-4-yl]-2-(cyanomethyl)piperazine-1-carboxylate C(C1=CC=CC=C1)C1=NC(=CC(=N1)N1C[C@@H](N(CC1)C(=O)OCC1=CC=CC=C1)CC#N)C(NC1=CC(=CC2=CC=CC=C12)OC)=O